2-[2'-hydroxy-3',3'-Bis(α,α-dimethylbenzyl)phenyl]-2H-benzotriazole OC1=C(C(C)(C)C2(CC(=CC=C2)N2N=C3C(=N2)C=CC=C3)C(C3=CC=CC=C3)(C)C)C=CC=C1